NC=1C(=NC(=C(N1)C1=CC=C(C=C1)F)C=1C=CC=2N(C1)C(=CN2)C)C(=O)N2C[C@@H](CC2)N(C)C (R)-(3-amino-5-(4-fluorophenyl)-6-(3-methylimidazo[1,2-a]pyridin-6-yl)pyrazin-2-yl)(3-(dimethylamino)pyrrolidin-1-yl)methanone